(2S)-2-amino-3-[(3R*)-5,5-dimethyl-2-oxopyrrolidin-3-yl]-N-methoxy-N-methylpropanamide N[C@H](C(=O)N(C)OC)C[C@H]1C(NC(C1)(C)C)=O |o1:9|